ClC1=C(C=CC=C1)N1CCN(CC1)CCCCC1=C2CN(C(C2=CC=C1)=O)C1C(NC(CC1)=O)=O 3-(4-(4-(4-(2-chlorophenyl)piperazin-1-yl)butyl)-1-oxoisoindolin-2-yl)piperidine-2,6-dione